4-cyclopropyl-2-((2,2-difluoroethyl)amino)but-3-yn-1-ol C1(CC1)C#CC(CO)NCC(F)F